CC1CN(CC(O1)C)C(=O)C=1SC=CC1C 2,6-dimethyl-4-[(3-methyl-2-thienyl)carbonyl]morpholine